4,7-decadien-1-yl acetate ((Z,z)-4,7-decadien-1-yl acetate) C(CC\C=C/C\C=C/CC)CC(=O)O.C(C)(=O)OCCCC=CCC=CCC